methyl (S)-5-(3-aminoisoquinolin-4-yl)-2-((tert-butoxycarbonyl)amino)pent-4-ynoate NC=1N=CC2=CC=CC=C2C1C#CC[C@@H](C(=O)OC)NC(=O)OC(C)(C)C